2-hydroxy-6-(3-chlorobenzylamino)purine OC1=NC(=C2NC=NC2=N1)NCC1=CC(=CC=C1)Cl